NC1=NC(=C(C=2N1N=C(N2)CC2=C(C=CC=C2)F)C2=NC=NC=C2)C2=C(C#N)C=CC=C2 (5-amino-2-(2-fluorobenzyl)-8-(pyrimidin-4-yl)-[1,2,4]triazolo[1,5-c]pyrimidin-7-yl)benzonitrile